Tert-butyl (S)-2-(3-(1-nonyl-1H-indol-4-yl)-1,2,4-oxadiazol-5-yl)pyrrolidine-1-carboxylate C(CCCCCCCC)N1C=CC2=C(C=CC=C12)C1=NOC(=N1)[C@H]1N(CCC1)C(=O)OC(C)(C)C